7-Bromo-5-chloro-1-((6-chloro-5-(hydroxymethyl)-2-(methylthio)pyrimidin-4-yl)methyl)-1,2,3,4-tetrahydronaphthalen-1-olAl BrC1=CC(=C2CCC(C(C2=C1)(O)CC1=NC(=NC(=C1CO)Cl)SC)C=O)Cl